(S)-4-methyl-3-(1-propionyl-5-(p-tolyl)-4,5-dihydro-1H-pyrazol-3-yl)-1,7-naphthyridin-2(1H)-one CC1=C(C(NC2=CN=CC=C12)=O)C1=NN([C@@H](C1)C1=CC=C(C=C1)C)C(CC)=O